(Z)-5-((5-chloro-1-(pyridin-4-yl)-1H-indol-3-yl)methylene)thiazolidine-2,4-dione ClC=1C=C2C(=CN(C2=CC1)C1=CC=NC=C1)\C=C/1\C(NC(S1)=O)=O